NC1=C(C=C(C=N1)C=1C=C2N(N1)CCC21CN(CC1)C(=O)NC(C)(C)C1=C(C=NC=C1)Cl)O[C@@H](C)C1=CC=CC=C1 2'-{6-amino-5-[(1S)-1-phenylethoxy]pyridin-3-yl}-N-[2-(3-chloropyridin-4-yl)propan-2-yl]-5',6'-dihydrospiro[pyrrolidine-3,4'-pyrrolo[1,2-b]pyrazole]-1-carboxamide